(-)-N-(1-(3-bromophenyl)-2-fluoroethyl)-2-methylpropan-2-sulfinamide BrC=1C=C(C=CC1)C(CF)NS(=O)C(C)(C)C